(2S,4R)-2-thiocarbamoyl-4-fluoropyrrolidine-1-carboxylic acid tert-butyl ester C(C)(C)(C)OC(=O)N1[C@@H](C[C@H](C1)F)C(N)=S